FC1=C(C=CC(=C1)F)NC=1C(=C(C=NC1)CC1=C(C(=NC=C1)N)F)C 4-({5-[(2,4-difluorophenyl)amino]-4-methylpyridin-3-yl}methyl)-3-fluoropyridin-2-amine